[C@H]12C(CC(C(C1)CN1C(C(=C(C1=O)C)C)=O)C2)CN2C(C(=C(C2=O)C)C)=O r-(bicyclo[2.2.1]heptane-2,5-diylbis(methylene))bis(3,4-dimethyl-1H-pyrrole-2,5-dione)